tert-butyl (S)-6-allyl-4-benzoyl-6-fluoro-5-oxo-1,4-diazepane-1-carboxylate C(C=C)[C@]1(C(N(CCN(C1)C(=O)OC(C)(C)C)C(C1=CC=CC=C1)=O)=O)F